BrC=1C=NN(C1)C1=C(C=C(C=C1)Cl)Cl 4-bromo-1-(2,4-dichlorophenyl)-1H-pyrazole